FC(C1=CC=CC=2NC(=NC21)NC2=CC(=CC=C2)C(F)(F)F)(F)F 4-(trifluoromethyl)-N-(3-(trifluoromethyl)phenyl)-1H-benzo[d]imidazol-2-amine